7-Chloro-4-(1-(2,3-dihydrobenzo[b][1,4]dioxin-6-carbonyl)piperidin-4-yl)-1-methyl-1,4-dihydropyrido[2,3-b]pyrazine-2,3-dione ClC1=CC2=C(N(C(C(N2C)=O)=O)C2CCN(CC2)C(=O)C2=CC3=C(OCCO3)C=C2)N=C1